OCCCC1=CC(=C(OC(CO)CO)C=C1)OC 2-[4-(3-hydroxypropyl)-2-methoxyphenoxy]-1,3-propanediol